ClC1=C(OC=2C=C(C(=C(C2)C(CCC(=O)O)=O)O)C#N)C=CC=C1 4-[5-(2-Chloro-phenoxy)-3-cyano-2-hydroxy-phenyl]-4-oxo-butyric acid